N-(4-(4-(6-(4,4-difluoropiperidin-1-yl)-5-fluoropyridin-2-yl)-1H-1,2,3-triazol-1-yl)-3-(piperidin-1-yl)phenyl)-1-(hydroxymethyl)cyclopropane-1-sulfonamide FC1(CCN(CC1)C1=C(C=CC(=N1)C=1N=NN(C1)C1=C(C=C(C=C1)NS(=O)(=O)C1(CC1)CO)N1CCCCC1)F)F